C(CCCCCCCCCC)S 1-undecanethiol